[N+](=O)([O-])C1=C(C(=C(C(=C1N)[N+](=O)[O-])OCC)[N+](=O)[O-])N 2,4,6-trinitro-5-ethoxy-1,3-phenylenediamine